OP(O)OP(O)O.C(C)OCCOCCC(C(CCOCCOCC)(CCOCCOCC)CCOCCOCC)(COC(C)CO)O tetrakis[2-(2-ethoxyethoxy)ethyl]dipropylene glycol diphosphite